N-phenyl-1-(4-(1-(tetrahydro-2H-pyran-2-yl)-1H-pyrazol-4-yl)phenyl)piperidine-4-carboxamide C1(=CC=CC=C1)NC(=O)C1CCN(CC1)C1=CC=C(C=C1)C=1C=NN(C1)C1OCCCC1